6-(4-(((tert-butyldimethylsilyloxy)methyl)piperidin-1-yl)-2-fluoropyridin-3-yl)-6,7-dihydrothiazolo[5,4-c]pyridin-4(5H)-one [Si](C)(C)(C(C)(C)C)OCC1N(CCCC1)C1=C(C(=NC=C1)F)C1CC2=C(C(N1)=O)SC=N2